Isopentanol C(CC(C)C)O